3-((4-(tert-butyl)phenyl)amino)piperidine-1-carboxylic acid tert-butyl ester C(C)(C)(C)OC(=O)N1CC(CCC1)NC1=CC=C(C=C1)C(C)(C)C